S(N)(=O)(=O)C=1C=C(C=CC1)C1=CC=C(C=C1)C(=O)OCC ethyl 3'-sulfamoyl-[1,1'-biphenyl]-4-carboxylate